FC1([C@H]2CC=3C(=NN(C3C[C@]21C)N2OC=CC=C2)C=2NC1=CC(=CC=C1C2)NC)F 2-[(4aS,5aR)-5,5-difluoro-5a-methyl-1-(oxazin-2-yl)-4H,4aH,6H-cyclopropa[f]indazol-3-yl]-N-methyl-1H-indol-6-amine